Magnesium nitride [Mg+2].[Mg+2].[Mg+2].[N-3].[N-3]